tert-butyl 2-[1-[3-(2,4-dioxohexahydropyrimidin-1-yl)-5-fluoro-1-methyl-indazol-6-yl]-4-hydroxy-4-piperidyl]acetate O=C1N(CCC(N1)=O)C1=NN(C2=CC(=C(C=C12)F)N1CCC(CC1)(O)CC(=O)OC(C)(C)C)C